2-((3R,4S)-3-aminotetrahydro-2H-pyran-4-yl)-3-bromo-5-chloro-N-(thiazol-2-ylmethyl)thieno[3,2-b]pyridin-7-amine N[C@H]1COCC[C@@H]1C1=C(C2=NC(=CC(=C2S1)NCC=1SC=CN1)Cl)Br